C[C@H](CCCC(C)(C)O)[C@H]1CC[C@@H]2[C@@]1(CC[C@H]3C2=CC=C4[C@@]3(CC[C@@H](C4)O)C)C The molecule is a cholestanoid that is 7-dehydrocholesterol carrying an additional hydroxy substituent at position 25. It has a role as a human metabolite and a Saccharomyces cerevisiae metabolite. It is a 25-hydroxy steroid, a cholestanoid, a 3beta-hydroxy-Delta(5)-steroid and a C27-steroid. It derives from a cholesta-5,7-dien-3beta-ol.